3,5-dinitrobenzyl-2-aminocyclobutane-1-carboxylate [N+](=O)([O-])C=1C=C(COC(=O)C2C(CC2)N)C=C(C1)[N+](=O)[O-]